ClC=1N=NC(=CC1[C@@H]1[C@H](C1)C(C)C)C=1C(=NC(=NC1)OC)OC 3-chloro-6-(2,4-dimethoxypyrimidin-5-yl)-4-[(1S,2R)-2-isopropylcyclopropyl]pyridazine